(E)-4-(cyclopropylmethoxy)-3-(3-methoxyallyl)benzonitrile C1(CC1)COC1=C(C=C(C#N)C=C1)C\C=C\OC